2,3-Dimethoxy-12-(2-(4-methylpiperazin-1-yl)ethyl)-[1,3]dioxolo[4',5':4,5]benzo[1,2-c]phenanthridin-13(12H)-one COC=1C=C2C(N(C=3C4=C(C=CC3C2=CC1OC)C=C1C(=C4)OCO1)CCN1CCN(CC1)C)=O